FC=1C=C2C(=CC=NC2=CC1)C1CCC2(CC[C@H]2N)CC1 |r| (±)-7-(6-fluoroquinolin-4-yl)spiro[3.5]nonan-1-amine